CC=1C=CC=C2C3=C(NC12)N=CN=C3N 8-methyl-9H-pyrimido[4,5-b]indol-4-amine